C1(=CC=CC=C1)C(=O)[C@@H]1[C@H](C1)C1=CC=CC=C1 phenyl-((1S,2S)-2-phenylcyclopropan-1-yl)methanone